2-(5-((4-cyclopentyl-3-(trifluoromethyl)benzyl)oxy)-1H-indol-1-yl)acetic acid C1(CCCC1)C1=C(C=C(COC=2C=C3C=CN(C3=CC2)CC(=O)O)C=C1)C(F)(F)F